4-[5-(6-Fluoroquinolin-2-yl)-3-phenyl-1H-pyrazol-1-yl]benzamidine FC=1C=C2C=CC(=NC2=CC1)C1=CC(=NN1C1=CC=C(C(=N)N)C=C1)C1=CC=CC=C1